C1(=CC=CC=C1)C1=CC=2C=CC3=CC=CC=C3C2C=C1C=1C(=CC=2C=CC3=CC=CC=C3C2C1)C1=CC=CC=C1 2,2'-diphenyl-3,3'-biphenanthrenyl